dodecyl gallate (dodecyl 3,4,5-trihydroxybenzoate) C(CCCCCCCCCCC)C1=C(C(=O)O)C=C(C(=C1O)O)O.C(C1=CC(O)=C(O)C(O)=C1)(=O)OCCCCCCCCCCCC